FC(C(=O)O)(F)F.C=1C=2N(C=CN1)C=CC(C2)=O 8H-pyrido[1,2-a]pyrazin-8-one 2,2,2-trifluoroacetate